C(C)(C)(C)OC(N(C=1SC(=C(N1)C)I)C(=O)OC(C)(C)C)=O N-(tert-Butoxycarbonyl)-N-(5-iodo-4-methyl-1,3-thiazol-2-yl)carbamic acid tert-butyl ester